(R)-2-(2-chloro-6-ethyl-7H-pyrrolo[2,3-d]pyrimidin-7-yl)-7-ethyl-6,7-Dihydro-5H-cyclopenta[b]pyridin-7-ol ClC=1N=CC2=C(N1)N(C(=C2)CC)C2=CC=C1C(=N2)[C@@](CC1)(O)CC